C1(CCCCCCCC1)=C(C(NC1=CC=C2C(=C1)NC(C21CCOCC1)=O)=O)NC(=O)C=1N(N=CC1)C N-{1-Cyclononylidene-2-oxo-2-[(2-oxospiro[1H-indole-3,4'-oxane]-6-yl)amino]ethyl}-2-methylpyrazole-carboxamide